glycidyl isocrotonate C(\C=C/C)(=O)OCC1CO1